[Li].[Mg] magnesium lithium salt